2-fluoro-1-(3-(5-fluoro-3-(4-(trifluoromethyl)phenyl)-1H-pyrazolo[3,4-b]pyridin-1-yl)azetidin-1-yl)prop-2-en-1-one FC(C(=O)N1CC(C1)N1N=C(C=2C1=NC=C(C2)F)C2=CC=C(C=C2)C(F)(F)F)=C